ClC1=CC=C(COC2[C@H]([C@H](C(CC2)OC=2C=CC(=C(C2)C2=CC(=CC=C2)F)CCCC(=O)N)O)O)C=C1 (2-(5-(((2R,3S)-4-((4-chlorobenzyl)oxy)-2,3-dihydroxycyclohexyl)oxy)-3'-fluoro-[1,1'-biphenyl]-2-yl)ethyl)acetamide